N-(2-cyano-3-nitro-phenyl)pyrrolidine-1-sulfonamide C(#N)C1=C(C=CC=C1[N+](=O)[O-])NS(=O)(=O)N1CCCC1